ClC1=CC=C(CNC(=O)C2=CC=3C(=C(N=NC3)OCC3(CC3)S(=O)(=O)N3C[C@@H](CC3)O)N(C2=O)C)C=C1 (R)-N-(4-chlorobenzyl)-8-((1-((3-hydroxypyrrolidin-1-yl)sulfonyl)cyclopropyl)methoxy)-1-methyl-2-oxo-1,2-dihydropyrido[2,3-d]pyridazine-3-carboxamide